[C@@H]12CN(CC[C@@H](CC1)N2)C2=NC(=NC1=C(C(=C(C=C21)Cl)C2=CC(=CC1=CC=CC=C21)O)F)OC[C@H]2N(CCC2)C 4-(4-((1S,6R)-3,9-diazabicyclo[4.2.1]nonan-3-yl)-6-chloro-8-fluoro-2-(((S)-1-methylpyrrolidin-2-yl)methoxy)quinazolin-7-yl)naphthalen-2-ol